5-((benzyloxy)methyl)-5-methyltetrahydrofuran-2,3-diyl diacetate C(C)(=O)OC1OC(CC1OC(C)=O)(C)COCC1=CC=CC=C1